N-[4-(2-oxo-2,3-dihydro-1H-naphtho[1,2-e][1,4]-diazepin-5-yl)phenyl]-2-(pyridin-2-yloxy)acetamide O=C1CN=C(C2=C(N1)C1=CC=CC=C1C=C2)C2=CC=C(C=C2)NC(COC2=NC=CC=C2)=O